NC1=NC=2C=C(C(=CC2C=2N1N=C(N2)[C@H]2CN(CCCC2)C=2C=NN(C2)CC(C)(O)C)F)OC |o1:14| (R or S)-1-(4-(3-(5-amino-9-fluoro-8-methoxy-[1,2,4]triazolo[1,5-c]quinazolin-2-yl)azepan-1-yl)-1H-pyrazol-1-yl)-2-methylpropan-2-ol